NC1=CC=2C3=C(C(N(C2N=C1)C)=O)OCC([C@@H](N3)C3CC3)(F)F (S)-10-amino-2-cyclopropyl-3,3-difluoro-7-methyl-1,2,3,4-tetrahydro-[1,4]oxazepino[2,3-c][1,8]naphthyridin-6(7H)-one